C1(CC1)N1N=CC(=C1)[C@@H]1OCC[C@H](C1)C=1N=C(C=2N(C(C(=C(N2)C)F)=O)C1)C1=C(C=C(C=C1)F)F 7-((2R,4R)-2-(1-cyclopropyl-1H-pyrazol-4-yl)tetrahydro-2H-pyran-4-yl)-9-(2,4-difluorophenyl)-3-fluoro-2-methyl-4H-pyrazino[1,2-a]pyrimidin-4-one